C(C)(C)(C1=CC=CC=C1)C=1C(=C(C=CC1)OC1=C(C(=CC=C1)C(C)(C)C1=CC=CC=C1)C(C)(C)C1=CC=CC=C1)C(C)(C)C1=CC=CC=C1 dicumylphenyl ether